2-(1H-indol-3-yl)ethan-1-aminium 3-carboxy-2-hydroxypropanoate C(=O)(O)CC(C(=O)[O-])O.N1C=C(C2=CC=CC=C12)CC[NH3+]